OC(CC=1C=C2CN(C(C2=CC1)=O)C1C(NC(CC1)=O)=O)CO 3-[5-(2,3-dihydroxypropyl)-1-oxo-isoindolin-2-yl]piperidine-2,6-dione